C(CC(C)C)(=O)OC\C=C\CCC Trans-2-Hexenyl Isovalerate